2-Chloro-N-[4-[chloro(difluoro)methoxy]phenyl]-6-methoxy-pyridine-4-carboxamide ClC1=NC(=CC(=C1)C(=O)NC1=CC=C(C=C1)OC(F)(F)Cl)OC